7-(3-(2,3-dihydro-1H-inden-4-yl)-7,8-dihydro-1,6-naphthyridin-6(5H)-yl)-8-methyl-4H-pyrimido[1,2-b]pyridazin-4-one C1CCC2=C(C=CC=C12)C=1C=NC=2CCN(CC2C1)C=1C(=CC=2N(N1)C(C=CN2)=O)C